2-[(2,4-Dimethoxyphenyl)methylamino]-6-fluoro-4-(tetrahydropyran-4-ylmethoxy)benzoic acid methyl ester COC(C1=C(C=C(C=C1F)OCC1CCOCC1)NCC1=C(C=C(C=C1)OC)OC)=O